C1(=CC=CC=C1)CS(=O)(=O)NC1=C(C(=C(C=C1F)C=1C=C2C=NC(=NC2=CC1)N[C@@H]1CNCCC1)F)F (S)-1-Phenyl-N-(2,3,6-trifluoro-4-(2-(piperidin-3-ylamino)quinazolin-6-yl)phenyl)methanesulfonamide